1,3-dichloro-4-trifluoromethylbenzene ClC1=CC(=C(C=C1)C(F)(F)F)Cl